4-{[4-({[(1S)-2-hydroxy-1-methylethyl]amino}methyl)-6-(trifluoro-methyl)pyridin-2-yl]oxy}piperidin OC[C@H](C)NCC1=CC(=NC(=C1)C(F)(F)F)OC1CCNCC1